C(=O)O.FC1=CC=2N(C=C1NC(=O)N1CCC=3C1=NC=CC3N3C[C@@H](NCC3)C)N=C(N2)C (S)-N-(7-fluoro-2-methyl-[1,2,4]triazolo[1,5-a]pyridin-6-yl)-4-(3-methylpiperazin-1-yl)-2,3-dihydro-1H-pyrrolo[2,3-b]pyridine-1-carboxamide formate